4-[[4-[[(1S)-2-hydroxy-1-phenyl-ethyl]amino]-5-oxazol-2-yl-pyrimidin-2-yl]amino]-N,N-dimethyl-benzamide OC[C@H](C1=CC=CC=C1)NC1=NC(=NC=C1C=1OC=CN1)NC1=CC=C(C(=O)N(C)C)C=C1